(2-(6-(2-fluorobenzyl)pyridin-2-yl)morpholino)(2-(methylamino)pyridin-4-yl)methanone FC1=C(CC2=CC=CC(=N2)C2OCCN(C2)C(=O)C2=CC(=NC=C2)NC)C=CC=C1